C(#N)C(C(=O)[O-])CC#N 2,3-dicyanopropionate